(8-(3-(4-(propan-2-yl)-4H-1,2,4-triazol-3-yl)propyl)-8-azabicyclo[3.2.1]oct-6-yl)-1H-indole CC(C)N1C(=NN=C1)CCCN1C2CCCC1C(C2)N2C=CC1=CC=CC=C21